FC1(C(C=C(C(=C1)OC)C=C[N+](=O)[O-])OC)C=O 1-fluoro-2,5-dimethoxy-4-(2-nitrovinyl)benzeneFormaldehyd